FC=1C(=CC(=C(C(=O)N[C@@H](CO)CC)C1)O[C@@H](C)CCC)N1N=C(N(C1=O)C)C(C)C 5-fluoro-N-[(2R)-1-hydroxybut-2-yl]-4-[4-methyl-5-oxo-3-(propan-2-yl)-4,5-dihydro-1H-1,2,4-triazol-1-yl]-2-[(2S)-pentan-2-yloxy]benzamide